N-formyl-L-valine-(S)-1-[[(2S,3S)-3-hexyl-4-oxo-2-oxetanyl]methyl]hexyl ester C(CCCCC)[C@H]1[C@@H](OC1=O)C[C@H](CCCCC)OC([C@@H](NC=O)C(C)C)=O